N(=C=S)C=1C=CC(=NC1)OC(F)(F)F 5-isothiocyanato-2-(trifluoromethoxy)pyridine